N=S1CCNCC2=C1C=CC=C2 1-Imino-2,3,4,5-tetrahydro-1H-1λ4-benzo[f][1,4]thiazepine